(1R,2S,4R)-1,7,7-trimethylbicyclo[2.2.1]heptan-2-yl (E)-3-(4-hydroxy-3,5-dimethoxyphenyl)acrylate OC1=C(C=C(C=C1OC)/C=C/C(=O)O[C@@H]1[C@@]2(CC[C@H](C1)C2(C)C)C)OC